6-ethylimidazo[1,5-a]pyrazine-5-carboxylic acid methyl ester COC(=O)C1=C(N=CC=2N1C=NC2)CC